BrC=1C=CC(=NC1OCC)B(O)O 5-bromo-6-ethoxy-2-pyridineboronic acid